N-(2-(thiophen-2-yl)-5-((methylamino)methyl)phenyl)thiophene-3-sulfonamide S1C(=CC=C1)C1=C(C=C(C=C1)CNC)NS(=O)(=O)C1=CSC=C1